O=C1C(CCCC1)C(=O)OC methyl 2-oxocyclohexane-1-carboxylate